C(C)C1CS(C2=C(N(C1)C1=CC=CC=C1)C=C(C(=C2)O)SC)(=O)=O 3-ethyl-8-hydroxy-7-(methylsulfanyl)-5-phenyl-2,3,4,5-tetrahydro-1,5-benzothiazepine 1,1-dioxide